N[C@@H](CC(=O)O)CC1=C(C=C(C(=C1)F)F)F (R)-3-amino-4-(2,4,5-trifluorophenyl)-butyric acid